tertbutyl (S)-(4-iodobutan-2-yl)carbamate ICC[C@H](C)NC(OC(C)(C)C)=O